N-(1-methylpiperidin-4-yl)-4-morpholino-2-(4-phenyl-1H-pyrazol-1-yl)furo[3,2-d]pyrimidine-6-carboxamide CN1CCC(CC1)NC(=O)C1=CC=2N=C(N=C(C2O1)N1CCOCC1)N1N=CC(=C1)C1=CC=CC=C1